NC1=NN2C(N=CC=C2)=C1C(=O)NC(C)C=1C=C(C=2N(C1C=1C=NC=CC1)C(=NC2)C)Cl 2-Amino-N-[1-(8-chloro-3-methyl-5-pyridin-3-ylimidazo[1,5-a]pyridin-6-yl)ethyl]pyrazolo[1,5-a]pyrimidine-3-carboxamide